3-{4-[(4-chloro-2-fluorophenyl)sulfamoyl]phenyl}-1-(pyridin-3-ylmethyl)urea ClC1=CC(=C(C=C1)NS(=O)(=O)C1=CC=C(C=C1)NC(NCC=1C=NC=CC1)=O)F